6-(5-chloro-2-(((1S,3R,4S,5R)-4-hydroxy-6,8-dioxabicyclo[3.2.1]octan-3-yl)amino)pyrimidin-4-yl)-7-fluoro-4-isopropyl-2-methylisoquinolin-1(2H)-one ClC=1C(=NC(=NC1)N[C@@H]1C[C@H]2CO[C@@H]([C@H]1O)O2)C=2C=C1C(=CN(C(C1=CC2F)=O)C)C(C)C